3-{2-[(2-{2-[2-({2-methyl-8-[4-(trifluoromethyl)phenyl]-2H,8H-pyrazolo[3,4-b]indol-5-yl}formamido)ethoxy]ethoxy}ethyl)carbamoyl]-ethoxy}propanoic acid CN1N=C2N(C3=CC=C(C=C3C2=C1)C(=O)NCCOCCOCCNC(=O)CCOCCC(=O)O)C1=CC=C(C=C1)C(F)(F)F